bis-iminoguanidine N=NC(N=N)=N